1-(4-bromophenyl)-4-methylpent-1-yn-3-one BrC1=CC=C(C=C1)C#CC(C(C)C)=O